OC1(ON=C2C1CN(CC2)C(=O)OC(C)(C)C)C(=O)OCC 5-tert-butyl 3-ethyl 3-hydroxy-3H,3aH,4H,5H,6H,7H-[1,2]oxazolo[4,3-c]pyridine-3,5-dicarboxylate